2-[(4-fluoro-2-methoxy-phenyl)methyl]-3-hydroxy-cyclopentene-1-carboxylic acid methyl ester COC(=O)C1=C(C(CC1)O)CC1=C(C=C(C=C1)F)OC